6-(6-(trifluoromethylthio)hexyloxy)phenyl-2,2,2-trifluoroethyl sulfoxide FC(SCCCCCCOC1=CC=CC=C1C(C(F)(F)F)S(=O)C(C(F)(F)F)C1=CC=CC=C1OCCCCCCSC(F)(F)F)(F)F